tert-Butyl 4-{[3-(5-cyano-4-methyl-1H-benzotriazol-1-yl)propoxy]methyl}benzoate C(#N)C1=C(C2=C(N(N=N2)CCCOCC2=CC=C(C(=O)OC(C)(C)C)C=C2)C=C1)C